4-bromo-1-((3,3-dimethyl-1-(2-(methylsulfonyl)ethoxy)cyclohexyl)methyl)-5-methyl-1H-pyrazole BrC=1C=NN(C1C)CC1(CC(CCC1)(C)C)OCCS(=O)(=O)C